C1C(CCC2CCCCC12)C1=NC(=NO1)N1CCCC2=CC=CC=C12 1-(5-(decalin-2-yl)-1,2,4-oxadiazol-3-yl)-1,2,3,4-tetrahydroquinoline